1-(pyrimidin-2-ylmethyl)-1H-indole-2-carbaldehyde N1=C(N=CC=C1)CN1C(=CC2=CC=CC=C12)C=O